Cetylphosphat C(CCCCCCCCCCCCCCC)OP(=O)([O-])[O-]